C(#N)[C@@H]1C[C@@]2(CN1C(C(CC(C)C)N1[C@@](CC3=C(C=C(C(=C13)F)F)F)(C(=O)NC([2H])([2H])[2H])C)=O)C(NC1=C(C(=C(C(=C12)[2H])[2H])[2H])[2H])=O (S)-1-((3R,5'S)-5'-cyano-2-oxospiro[indoline-3,3'-pyrrolidine]-1'-yl-4,5,6,7-d4)-4-methyl-1-oxopentyl-2-(methyl)-4,6,7-trifluoro-N-(methyl-d3)-1H-indole-2-carboxamide